pentaisopropylcyclopentadiene C(C)(C)C1C(=C(C(=C1C(C)C)C(C)C)C(C)C)C(C)C